4-tert-butyl-2-methyl-5-(trifluoromethyl)phenol C(C)(C)(C)C1=CC(=C(C=C1C(F)(F)F)O)C